C(C)(C)(C)OC(=O)N1[C@@H]([C@@H](C1)C1=CC(=C(C=C1)F)F)C(=O)O (2S,3R)-1-(tert-Butoxycarbonyl)-3-(3,4-difluorophenyl)azetidine-2-carboxylic acid